3-[(1-methylpiperidin-4-yl)methyl]Urea CN1CCC(CC1)CNC(N)=O